N-[(1r,3s)-3-[[6-chloro-2-(trifluoromethyl)-4-quinolinyl]amino]cyclohexyl]-5-(difluoromethyl)-1-(fluoromethyl)pyrazole-4-carboxamide ClC=1C=C2C(=CC(=NC2=CC1)C(F)(F)F)N[C@@H]1C[C@@H](CCC1)NC(=O)C=1C=NN(C1C(F)F)CF